2-(3-Acetyloxy-3,5-dimethylhex-4-en-1-yl)cyclopropane-1-carboxylic acid ethyl ester C(C)OC(=O)C1C(C1)CCC(C=C(C)C)(C)OC(C)=O